(S)-2-((S)-5,5-difluoro-2-((4-methoxyphenyl)sulfonylamino)hexanoylamino)hexanoic acid methyl ester COC([C@H](CCCC)NC([C@H](CCC(C)(F)F)NS(=O)(=O)C1=CC=C(C=C1)OC)=O)=O